1-[6-[5-[(4-chloro-1H-indazol-5-yl)amino]-1-methyl-1,2,4-triazol-3-yl]-3,4-dihydro-1H-isoquinolin-2-yl]-2-methyl-propan-1-one ClC1=C2C=NNC2=CC=C1NC1=NC(=NN1C)C=1C=C2CCN(CC2=CC1)C(C(C)C)=O